C1(=O)O[Si](O1)O siloxane-carbonate